ClC1=C(C=CC(=C1)CN[C@@H]1C[C@@H](CCC1)O)N1N=CC(=C1)C1=NC(=NC=C1C#N)NC1CCN(CC1)S(=O)(=O)C 4-(1-(2-Chloro-4-((((1S,3R)-3-hydroxycyclohexyl)amino)methyl)phenyl)-1H-pyrazol-4-yl)-2-((1-(methylsulfonyl)piperidin-4-yl)amino)pyrimidine-5-carbonitrile